2,2-dimethyl-7-((7-methyl-8-oxo-9-(tetrahydro-2H-pyran-4-yl)-8,9-dihydro-7H-purine-2-yl)amino)-2H-benzo[b][1,4]oxazin-3(4H)-one CC1(C(NC2=C(O1)C=C(C=C2)NC2=NC=C1N(C(N(C1=N2)C2CCOCC2)=O)C)=O)C